ClC1=CC(=NC=N1)C1=NNC2=CC=C(C=C12)O 3-(6-chloropyrimidin-4-yl)-1H-indazol-5-ol